4-((1-(4-(6-(trifluoromethyl)pyridazin-3-yl)piperazine-1-carbonyl)cyclopentyl)amino)nitrobenzene tert-butyl-3,3-dimethylpiperazine-1-carboxylate C(C)(C)(C)OC(=O)N1CC(NCC1)(C)C.FC(C1=CC=C(N=N1)N1CCN(CC1)C(=O)C1(CCCC1)NC1=CC=C(C=C1)[N+](=O)[O-])(F)F